3-(6-(piperazin-1-yl)pyridin-3-yl)piperidine-2,6-dione N1(CCNCC1)C1=CC=C(C=N1)C1C(NC(CC1)=O)=O